C(C)(=O)N1NC(C=C1)=O 2-acetyl-1,2-dihydropyrazol-5-one